(S)-4-(3,5-dimethylpyridin-2-yl)piperazine-2-carboxylic acid methyl ester COC(=O)[C@H]1NCCN(C1)C1=NC=C(C=C1C)C